COC([C@H](CC(C)C)NC(=O)OC1(CCN(CC1)C(=O)OC(C)(C)C)CCC1=CC=CC=C1)=O t-Butyl (S)-4-(((1-methoxy-4-methyl-1-oxopentan-2-yl)carbamoyl)oxy)-4-phenethylpiperidine-1-carboxylate